(3-benzyl-3-(1-(4-fluorophenyl)-6-methyl-1H-indazol-5-yl)pyrrolidin-1-yl)(1-methylpiperidin-4-yl)methanone C(C1=CC=CC=C1)C1(CN(CC1)C(=O)C1CCN(CC1)C)C=1C=C2C=NN(C2=CC1C)C1=CC=C(C=C1)F